CO\C=C(\C(=O)OC)/OC1=C(C=CC(=C1)N1N=C(C=C1)COC)C methyl (Z)-3-methoxy-2-[5-[3-(methoxymethyl)pyrazol-1-yl]-2-methyl-phenoxy]prop-2-enoate